Dihydroferulic acid C(CCC1=CC(OC)=C(O)C=C1)(=O)O